(S)-N-(1-isopropylpiperidin-4-yl)-2-((6-(6-methoxypyridin-3-yl)quinazolin-4-yl)amino)propanamide C(C)(C)N1CCC(CC1)NC([C@H](C)NC1=NC=NC2=CC=C(C=C12)C=1C=NC(=CC1)OC)=O